NC[C@@H](O)[C@H]1N(CC2=CC(=C(C=C2C1)F)OCC1=C(N=CO1)C)C(=O)OC(C)(C)C tert-butyl (3S)-3-[(1R)-2-amino-1-hydroxy-ethyl]-6-fluoro-7-[(4-methyloxazol-5-yl)methoxy]-3,4-dihydro-1H-isoquinoline-2-carboxylate